FC(S(=O)(=O)[O-])(F)F.[Zn+2].FC(S(=O)(=O)[O-])(F)F zinc (II) trifluoromethane-sulfonate